(2-butoxy-1-methylethoxy)-2-propanamine C(CCC)OCC(OCC(C)N)C